C1(=CC(C)=CC=C1C(C)C)C(C(=O)OC1(CCN(CC1)CC1=CC=CC=C1)C=1C=C2C=NN(C2=CC1)C1OCCCC1)C=1SC=CC1 1-benzyl-4-(1-(tetrahydro-2H-pyran-2-yl)-1H-indazol-5-yl)piperidin-4-ol thymyl-thiophen-2-ylacetate